COC1=CC(=C(C=C1C1=CC=CC=C1)C(=O)OC)N1C(C2=CC=C(C=C2C1=O)C(=O)O)=O 2-(6-Methoxy-3-methoxycarbonylbiphenyl-4-yl)-1,3-dioxo-2,3-dihydro-1H-isoindole-5-carboxylic acid